FC1=CC=C(OC=2C=C3C=NN(C3=CC2C(=O)O)CC(C)C)C=C1 5-(4-fluorophenoxy)-1-isobutyl-1H-indazole-6-carboxylic acid